(2S)-2-amino-3-{4-[2-(dihydroxyboranyl)ethoxy]-2-fluorophenyl}propanoic acid N[C@H](C(=O)O)CC1=C(C=C(C=C1)OCCB(O)O)F